6-[(1R,3R)-1-amino-3-fluoro-8-azaspiro[4.5]decan-8-yl]-3-(4-chloro-2-methyl-2H-indazol-5-yl)-5-methyl-1H,4H,5H-pyrazolo[3,4-d]pyrimidin-4-one N[C@@H]1C[C@@H](CC12CCN(CC2)C=2N(C(C1=C(N2)NN=C1C1=C(C2=CN(N=C2C=C1)C)Cl)=O)C)F